C(C)S(=O)(=O)C1=CC=C(C=C1)[C@H](COC)NC(=O)C1=CN=CS1 N-((R)-1-(4-(ethylsulfonyl)phenyl)-2-methoxyethyl)thiazole-5-carboxamide